COC1=CC=C(C=C1)C(C)(C)C=1N=C(SC1)NC(NCC=1C=CC(=C(C(=O)N)C1)N1CCN(CC1)CCC)=O 5-((3-(4-(2-(4-methoxyphenyl)propan-2-yl)thiazol-2-yl)ureido)methyl)-2-(4-propylpiperazin-1-yl)benzamide